[N+](=O)([O-])C1=NNC=C1C(=O)N 3-nitro-1H-pyrazole-4-carboxamide